C(C=C)(=O)N1[C@@H](CCC1)C=1N(C(=C(N1)C1=CC=C(C=C1)C(NC1=NC=CC(=C1)F)=O)C(=O)N)N (S)-2-(1-Acryloylpyrrolidin-2-yl)-1-amino-4-(4-((4-fluoropyridin-2-yl)carbamoyl)phenyl)-1H-imidazol-5-carboxamid